C(CCC)S(=O)(=O)NC(=O)C1=CNC2=CC(=C(C=C12)C=1C(=NC(=CC1)N(C)C)OC)Cl N-(butylsulfonyl)-6-chloro-5-(6-(dimethylamino)-2-methoxypyridin-3-yl)-1H-indole-3-carboxamide